FC1=CC(=C(C=C1)NC1=C(C(=O)NC=2C=NN(C2)C(=O)OC(C)(C)C)C=C(C=C1)C(F)(F)F)C tert-butyl 4-(2-((4-fluoro-2-methylphenyl)amino)-5-(trifluoromethyl)benzamido)-1H-pyrazole-1-carboxylate